5'-((propane-2,2-diylbis(4,1-phenylene))bis(oxy))bis(isobenzofuran-1,3-dione) CC(C)(C1=CC=C(C=C1)OC1=C2C(OC(C2=CC=C1)=O)=O)C1=CC=C(C=C1)OC1=C2C(OC(C2=CC=C1)=O)=O